NC1=NC=CC=C1C1=NC=2C(=NC(=C(C2)C)C2=CC=CC=C2)N1C1=CC=C(C=C1)C1CN(C1)C[C@@H]1CC[C@H](CC1)C(=O)O trans-4-((3-(4-(2-(2-aminopyridin-3-yl)-6-methyl-5-phenyl-3H-imidazo[4,5-b]pyridin-3-yl)phenyl)azetidin-1-yl)methyl)cyclohexane-1-carboxylic acid